[OH-].[NH4+].[NH4+].[OH-] Ammonium Ammonium Hydroxide